O=C1NC(CC[C@@H]1N1C(C2=CC(=C(C=C2C1=O)N1CCN(CC1)CC1CCN(CC1)C1=CC=C(N=N1)C(=O)OC(C)(C)C)F)=O)=O Tert-butyl 6-(4-((4-(2-((3S)-2,6-dioxopiperidin-3-yl)-6-fluoro-1,3-dioxoisoindolin-5-yl)piperazin-1-yl)methyl)piperidin-1-yl)pyridazine-3-carboxylate